C(CCCCC(C)C)(=O)O.C(=CC1=CC=CC=C1)C=CC(=O)O styrene-acrylic acid isooctanoate